3-(2,5-difluorobenzenesulfonylamino)-2-fluorobenzoic acid methyl ester COC(C1=C(C(=CC=C1)NS(=O)(=O)C1=C(C=CC(=C1)F)F)F)=O